2-(4-(8-(3-acrylamidophenyl)quinazolin-6-yl)phenoxy)isonicotinamide C(C=C)(=O)NC=1C=C(C=CC1)C=1C=C(C=C2C=NC=NC12)C1=CC=C(OC=2C=C(C(=O)N)C=CN2)C=C1